FC(OC=1C=C(C=CC1)C=1C=CC(NN1)=O)(F)F 6-(3-(trifluoromethoxy)phenyl)pyridazin-3(2H)-one